ethoxyethyl (4-nitrophenyl) carbonate C(OCCOCC)(OC1=CC=C(C=C1)[N+](=O)[O-])=O